4-(2-(2-(2-((2-(2,6-dioxopiperidin-3-yl)-1,3-dioxoisoindolin-4-yl)amino)ethoxy)ethoxy)ethoxy)-N-((1,2,3,5,6,7-hexahydro-s-indacen-4-yl)carbamoyl)benzenesulfonamide O=C1NC(CCC1N1C(C2=CC=CC(=C2C1=O)NCCOCCOCCOC1=CC=C(C=C1)S(=O)(=O)NC(NC1=C2CCCC2=CC=2CCCC12)=O)=O)=O